CC1(C(=NOC1CC1=NC2=CC=CC=C2C(=C1)C)CCC1=CC=CC=C1)C 4,4-dimethyl-5-((4-methylquinolin-2-yl)methyl)-3-phenethyl-4,5-dihydroisoxazole